BrC=CCCCCCCCCC bromo-undecene